2-[2-(4-cyclopropyl-6-methoxy-pyrimidin-5-yl)-4-[[4-[1-methyl-4-(trifluoromethyl)imidazol-2-yl]phenyl]methoxy]pyrrolo[3,2-d]pyrimidin-5-yl]-N-methyl-ethanamine C1(CC1)C1=NC=NC(=C1C=1N=C(C2=C(N1)C=CN2CCNC)OCC2=CC=C(C=C2)C=2N(C=C(N2)C(F)(F)F)C)OC